4-methyl-N-(4-(trifluoromethyl)pyridin-2-yl)-3-((2-ureido-thiazol-5-yl)ethynyl)benzamide CC1=C(C=C(C(=O)NC2=NC=CC(=C2)C(F)(F)F)C=C1)C#CC1=CN=C(S1)NC(=O)N